C1([C@@H](N)[C@H](O)[C@@H](O)[C@@H](O1)CO)N[C@@H](CC(N)=O)C(=O)O L-glucosaminyl-L-asparagine